C(C1=CC=CC=C1)(=O)C=1N2CCC(C2=CC1)=O 5-benzoyl-2,3-dihydro-pyrrolizine-1-one